N[C@H](CN1C=2C(CC(C1)(F)F)=CSC2C(=O)OC)C methyl 1-[(2S)-2-aminopropyl]-3,3-difluoro-2,4-dihydrothieno[3,4-b]pyridine-7-carboxylate